FC(C=1C=C(C=C(C1)C(F)(F)F)C1=NN(C=N1)C1=C(N=NN1C1=CC=CC=C1)C(C(F)(F)F)O)(F)F 1-(5-(3-(3,5-bis(trifluoromethyl)phenyl)-1H-1,2,4-triazol-1-yl)-1-phenyl-1H-1,2,3-triazol-4-yl)-2,2,2-trifluoroethan-1-ol